methoxymethyl 2-chloro-4-hydroxy-3,5,6-trimethylbenzoate ClC1=C(C(=O)OCOC)C(=C(C(=C1C)O)C)C